6-(4-chlorobenzyl)-N4-(5-methyl-1H-pyrazol-3-yl)-1-(tetrahydro-2H-pyran-4-yl)-1H-pyrazolo[3,4-d]Pyrimidine-4,6-diamine ClC1=CC=C(CC2(N=C(C=3C(=N2)N(NC3)C3CCOCC3)NC3=NNC(=C3)C)N)C=C1